trityl-(triphenylmethyl)ether C(C1=CC=CC=C1)(C1=CC=CC=C1)(C1=CC=CC=C1)OC(C1=CC=CC=C1)(C1=CC=CC=C1)C1=CC=CC=C1